5-(2-(tert-butylamino)-2-oxoacetyl)-N-(3-fluoro-5-methylphenyl)-1,2,4-trimethyl-1H-pyrrole-3-carboxamide C(C)(C)(C)NC(C(=O)C1=C(C(=C(N1C)C)C(=O)NC1=CC(=CC(=C1)C)F)C)=O